COC(=O)C=1C=C(C=C(C1)N1N=NC(=C1)C1=CC=C(C=C1)C(F)(F)F)C1=CC=C(C=C1)CCCCO 4'-(4-hydroxybutyl)-5-(4-(4-(trifluoromethyl)phenyl)-1H-1,2,3-triazol-1-yl)-[1,1'-biphenyl]-3-carboxylic acid methyl ester